C(CC)(=O)OC/C(=C(/COC(CC)=O)\Br)/Br (2E)-2,3-dibromobut-2-ene-1,4-diyl dipropionate